P(OCC1=CC(=C(C(=C1)C(C)(C)C)O)C(C)(C)C)(OCCCCCCCCCCCCCCCCCCCCCCCCCCCC)=O phosphonic acid, (3,5-di-tert-butyl-4-hydroxybenzyl) octacosyl ester